BrC1=C(C=C(C=2NC=NC21)C(=O)OC)F Methyl 4-bromo-5-fluoro-1H-benzo[d]imidazole-7-carboxylate